tricresyl-oxamide C1(=CC=C(C=C1)C)NC(C(N(C1=CC=C(C=C1)C)C1=CC=C(C=C1)C)=O)=O